C(CCCC)OS(=O)(=O)C1=CC=C(C=C1)C pentyl-4-methylbenzenesulfonate